Diphenyl Vinylphosphonite C(=C)P(OC1=CC=CC=C1)OC1=CC=CC=C1